FC1=CC=C(C=C1)S(=O)(=O)NC=1C=C(C=CC1O)NC(=O)C1=CC=C(C=C1)C1=CC(=C(C=C1)OC)S(N)(=O)=O N-(3-((4-fluorophenyl)sulfonylamino)-4-hydroxyphenyl)-4'-methoxy-3'-sulfamoyl-[1,1'-biphenyl]-4-carboxamide